2-PYRROLIDON N1C(CCC1)=O